(+)-5-{(4-Carboxybutyl)[2-(2-{[4-(5-methyl-1,3-benzoxazol-2-yl)benzyl]oxy}phenyl)ethyl]amino}-5,6,7,8-tetrahydroquinoline-2-carboxylic acid C(=O)(O)CCCCN(C1C=2C=CC(=NC2CCC1)C(=O)O)CCC1=C(C=CC=C1)OCC1=CC=C(C=C1)C=1OC2=C(N1)C=C(C=C2)C